7-((2-nitro-1H-imidazol-1-yl)methyl)-3,4-dihydroisoquinolin-1(2H)-one [N+](=O)([O-])C=1N(C=CN1)CC1=CC=C2CCNC(C2=C1)=O